Cl.N[C@H](C#N)C[C@H]1C(NCC1)=C=O (S)-2-amino-3-((S)-2-carbonylpyrrolidin-3-yl)propionitrile hydrochloride